γ-hydroxybutyric acid OCCCC(=O)O